(S)-N-(2-(3-Cyanopiperidin-1-yl)-6-methylpyrimidin-4-yl)-4-((2-hydroxyethyl)sulfonamido)-2-(6-azaspiro[2.5]octan-6-yl)benzamide C(#N)[C@@H]1CN(CCC1)C1=NC(=CC(=N1)NC(C1=C(C=C(C=C1)NS(=O)(=O)CCO)N1CCC2(CC2)CC1)=O)C